(1R,3R,5R)-N-((R)-cyclopropyl(2-fluoro-4-(trifluoromethyl)phenyl)methyl)-2-(3-(methylsulfonyl)benzoyl)-2-azabicyclo[3.1.0]hexane-3-carboxamide C1(CC1)[C@@H](NC(=O)[C@@H]1N([C@@H]2C[C@@H]2C1)C(C1=CC(=CC=C1)S(=O)(=O)C)=O)C1=C(C=C(C=C1)C(F)(F)F)F